5-[4-amino-5-(trifluoromethyl)-pyrrolo[2,1-f][1,2,4]triazin-7-yl]-N-[(3R,4S)-4-fluoro-1-(5-fluoro-2,3-dihydro-1H-inden-1-yl)pyrrolidin-3-yl]-2-methoxypyridine-3-carboxamide NC1=NC=NN2C1=C(C=C2C=2C=C(C(=NC2)OC)C(=O)N[C@@H]2CN(C[C@@H]2F)C2CCC1=CC(=CC=C21)F)C(F)(F)F